(R)-1-[1-(2,4-dichlorophenyl)-ethyl]pyrrolidine-2,5-dione ClC1=C(C=CC(=C1)Cl)[C@@H](C)N1C(CCC1=O)=O